C(C=C)OC1=C(C=C(C=C1)/C=C/C(=O)N1CCN(CC1)S(=O)(=O)C1=CC=C(C)C=C1)OC (E)-3-(4-(allyloxy)-3-methoxyphenyl)-1-(4-tosylpiperazin-1-yl)prop-2-en-1-one